OCCN1C(=NC(=C1)C(F)(F)F)C1=CC=C(CN2C3=NC(=NC=C3NC2=O)C2=C(C=CC=C2)C(C)C)C=C1 9-(4-(1-(2-hydroxyethyl)-4-(trifluoromethyl)-1H-imidazol-2-yl)benzyl)-2-(2-isopropylphenyl)-7,9-dihydro-8H-purin-8-one